2-Chloro-5-((1R,3R)-2,2-dichloro-3-(4-fluoro-3-(trifluoromethyl)phenyl)cyclopropane-1-carboxamido)-3-methylbenzoic acid ClC1=C(C(=O)O)C=C(C=C1C)NC(=O)[C@@H]1C([C@H]1C1=CC(=C(C=C1)F)C(F)(F)F)(Cl)Cl